BrC=1C=CC(=C(C1)S(=O)(=O)NC=1C=NC=2CCN(CC2C1)C(=O)N1CCOCC1)OC 5-bromo-2-methoxy-N-(6-(morpholine-4-carbonyl)-5,6,7,8-tetrahydro-1,6-naphthyridin-3-yl)benzenesulfonamide